NC1=NC=CC=C1C(C)N[C@@H](CC#N)CO (3S)-3-((1-(2-aminopyridin-3-yl)ethyl)amino)-4-hydroxybutanenitrile